(6,7-dichloro-1-methyl-8-(methylthio)-1,3,4,5-tetrahydro-2H-pyrido[4,3-b]indol-2-yl)(5-methoxypyrimidin-2-yl)methanone ClC1=C(C(=CC=2C3=C(NC12)CCN(C3C)C(=O)C3=NC=C(C=N3)OC)SC)Cl